C(C)(C)(C)C1=CC(=C(C=C1)C=1NC2=CC=C(C=C2C(C1)=O)C#N)C 2-(4-tert-butyl-2-methyl-phenyl)-4-oxo-1H-quinoline-6-carbonitrile